C(C)C1=NC(=CC=C1N1C[C@@H](CC1)C(C(=O)OC)CC)C=1N=NN(C1COC1OCCCC1)C methyl 2-((3S)-1-(2-ethyl-6-(1-methyl-5-(((tetrahydro-2H-pyran-2-yl)oxy)methyl)-1H-1,2,3-triazol-4-yl)pyridin-3-yl)pyrrolidin-3-yl)butanoate